ClC=1C=C(C=C(C1)Cl)C=1C=CC=C2C(=C(C=NC12)NC(=O)N1CCOC2=C1C=CC=C2)N(C)C N-[8-(3,5-dichlorophenyl)-4-(dimethylamino)-3-quinolinyl]-2,3-dihydro-1,4-benzoxazine-4-carboxamide